bromomethyl-(phenyl)-5-methoxy-3-(trifluoromethyl)-1H-pyrazole BrCC=1C(=NN(C1OC)C1=CC=CC=C1)C(F)(F)F